(R)-1-(7-isonicotinoyl-8-methyl-3-(3-methyl-1,2,4-thiadiazol-5-yl)-5,6,7,8-tetrahydroimidazo[1,5-a]pyrazin-1-yl)pyrrolidin-2-one C(C1=CC=NC=C1)(=O)N1[C@@H](C=2N(CC1)C(=NC2N2C(CCC2)=O)C2=NC(=NS2)C)C